(1R,2R)-1-(2-cyano-5-fluorophenyl)-1-(5,6-dimethylpyrazin-2-yl)propan C(#N)C1=C(C=C(C=C1)F)[C@@H](CC)C1=NC(=C(N=C1)C)C